8-(4-cyanophenyl)-N-methyl-6,9-dioxo-5-(4-(trifluoromethyl)benzyl)-2,5,8-triazaspiro[3.5]nonane-2-carbothioamide C(#N)C1=CC=C(C=C1)N1CC(N(C2(CN(C2)C(NC)=S)C1=O)CC1=CC=C(C=C1)C(F)(F)F)=O